BrC1=NC(=NN1COCC[Si](C)(C)C)C1=CC=CC=C1 5-bromo-3-phenyl-1-((2-(trimethylsilyl)ethoxy)methyl)-1H-1,2,4-triazole